1-bromo-3-(trideuteriomethyl)-5-(trifluoromethyl)imidazo[1,5-a]pyrazin-8-amine BrC=1N=C(N2C1C(=NC=C2C(F)(F)F)N)C([2H])([2H])[2H]